FC=1C=C(C=NC1)C1=NC(=CC(=N1)NCCC1=CNC2=CC=CC=C12)N1CCCC1 2-(5-fluoro-3-pyridinyl)-N-[2-(1H-indol-3-yl)ethyl]-6-pyrrolidin-1-yl-pyrimidin-4-amine